4-((2-hydroxyethyl)amino)benzoic acid methyl ester COC(C1=CC=C(C=C1)NCCO)=O